2-(dimethylamino)ethyl (S)-6-diazo-2-((S)-2-methoxypropanamido)-5-oxohexanoate [N+](=[N-])=CC(CC[C@@H](C(=O)OCCN(C)C)NC([C@H](C)OC)=O)=O